C(CCCCCCCC=CCC=CCCCCC)C(C(=O)O)CCCCCCBr octadeca-9,12-dien-1-yl-8-bromooctanoic acid